(S)-methyl 2-((4-(3-((4-cyano-2-fluorobenzyl)oxy)-4-methyl-1H-pyrazol-1-yl)piperidin-1-yl)methyl)-1-(oxetan-2-ylmethyl)-1H-benzo[d]imidazole-6-carboxylate C(#N)C1=CC(=C(COC2=NN(C=C2C)C2CCN(CC2)CC2=NC3=C(N2C[C@H]2OCC2)C=C(C=C3)C(=O)OC)C=C1)F